hexamethylenediamine tetramethylene phosphonate potassium salt [K].P1(OCCCCO1)=O.NCCCCCCN